The molecule is a single-stranded DNA polynucleotide consisting of a repeating sequence of two deoxyguanosine residues and one deoxycytosine residue, with all residues connected by 3'->5' phosphodiester linkages. C1[C@@H]([C@H](O[C@H]1N2C=NC3=C(N=CN=C32)N)COP(=O)(O)O[C@H]4C[C@@H](O[C@@H]4COP(=O)(O)O[C@H]5C[C@@H](O[C@@H]5COP(=O)(O)O)N6C=NC7=C6N=C(NC7=O)N)N8C=NC9=C8N=C(NC9=O)N)O